C(C)C1=NN=C(O1)C=1C(=NC(=NC1)NC1=CC(=C(C(=O)NC)C=C1)C)N[C@H](CO)C1=CC=CC=C1 4-[[5-(5-ethyl-1,3,4-oxadiazol-2-yl)-4-[[(1S)-2-hydroxy-1-phenyl-ethyl]amino]pyrimidin-2-yl]amino]-N,2-dimethyl-benzamide